[5-[[4-methyl-6-(methylamino)pyrimidin-2-yl]amino]benzofuran-7-yl]boronic acid CC1=NC(=NC(=C1)NC)NC=1C=C(C2=C(C=CO2)C1)B(O)O